(5-bromonaphthalen-1-yl)picolinamide BrC1=C2C=CC=C(C2=CC=C1)C=1C(=NC=CC1)C(=O)N